1-tert-butoxycarbonyl-3-methylpyrrolidine-3-carboxylic acid C(C)(C)(C)OC(=O)N1CC(CC1)(C(=O)O)C